(S)-2-(4-(4-acetamidophenyl)-1-oxoisoindolin-2-yl)-3-hydroxypropanoic acid C(C)(=O)NC1=CC=C(C=C1)C1=C2CN(C(C2=CC=C1)=O)[C@H](C(=O)O)CO